OCCOCNC=1NC(C=2NC=NC2N1)=O 2-hydroxy-ethoxymethylguanine